((4-(pentyloxy)benzoyl)glycyl)pyrrolidine C(CCCC)OC1=CC=C(C(=O)NCC(=O)N2CCCC2)C=C1